N1(C(C=CC=C1)=O)C1=CC=NC=C1 2H-[1,4'-bipyridyl]-2-one